ClC1=CC=2C(C3=CC(=CC=C3C2C=C1)Cl)=O 2,7-dichloro-9-fluorenone